(5-amino-6-methoxy-3-pyridyl)boronic acid NC=1C=C(C=NC1OC)B(O)O